(R)-6-Chloro-3-cyclopropyl-1-(4-(2-methoxyethoxy)-6-(3-methoxytetrahydrofuran-3-yl)pyridin-2-yl)-1H-pyrazolo[4,3-c]pyridine ClC1=CC2=C(C=N1)C(=NN2C2=NC(=CC(=C2)OCCOC)[C@]2(COCC2)OC)C2CC2